3-(aminomethyl)cyclobutanol NCC1CC(C1)O